[Na].C(CCCCCCCCCCC)(=O)N(CCS(=O)(=O)O)C N-lauroyl-methyl-taurine sodium